(2-methylbenzylamino)pregn-5-en CC1=C(CNCC[C@H]2CC[C@H]3[C@@H]4CC=C5CCCC[C@]5(C)[C@H]4CC[C@]23C)C=CC=C1